2-((4-phenylbut-3-en-2-yl)amino)ethane-1-ol C1(=CC=CC=C1)C=CC(C)NCCO